NC1=NC=C(C=C1C1=NC=CC=C1C(=O)N(C)C)Br (2-amino-5-bromo-3-pyridinyl)-N,N-dimethyl-pyridine-3-carboxamide